(2s,4s)-2-(4-(3-isobutylphenyl)piperidine-1-carbonyl)-7-oxa-5-azaspiro[3.4]octan-6-one C(C(C)C)C=1C=C(C=CC1)C1CCN(CC1)C(=O)C1CC2(C1)NC(OC2)=O